tert-butyl (2S,4R)-4-[(tert-butyldiphenylsilyl)oxy]-2-carbamoylpyrrolidine-1-carboxylate [Si](C1=CC=CC=C1)(C1=CC=CC=C1)(C(C)(C)C)O[C@@H]1C[C@H](N(C1)C(=O)OC(C)(C)C)C(N)=O